C(C)(C)(C)N(C(O)=O)[C@@H]1C[C@H](CC1)NC1=NC=C(N=C1)C.BrC1=C(C=C(C=C1)C(C)=O)O 1-(4-bromo-3-hydroxyphenyl)ethanone tert-Butyl-((1S,3S)-3-((5-methylpyrazin-2-yl)amino)cyclopentyl)carbamate